C(CC)[Si](OCCCC)(OCCCC)CCC din-propyl-din-butoxysilane